1-chloro-propylamine hydrochloride Cl.ClC(CC)N